4-[2-[6-Carbamoyl-1-[[(2S,3S,4S)-3-ethyl-4-fluoro-5-oxo-pyrrolidin-2-yl]methoxy]-7-methoxy-4-isoquinolyl]ethynyl]benzoic acid C(N)(=O)C=1C=C2C(=CN=C(C2=CC1OC)OC[C@H]1NC([C@H]([C@H]1CC)F)=O)C#CC1=CC=C(C(=O)O)C=C1